S1(=O)OCCCO1 TRIMETHYLENE SULFITE